C(C1=CC=CC=C1)N1C(N(CC2=CC=C(C=C12)NC(=O)NC1=CC=C(C=C1)F)C)=O 1-(1-benzyl-3-methyl-2-oxo-1,2,3,4-tetrahydroquinazolin-7-yl)-3-(4-fluorobenzeneYl)urea